1-[4-(4-Hydroxypiperidin-1-yl)phenyl]-3-[4-(trifluoromethyl)phenyl]prop-2-en-1-one OC1CCN(CC1)C1=CC=C(C=C1)C(C=CC1=CC=C(C=C1)C(F)(F)F)=O